2-(furan-2-yl)-5-(3-((4-(pyrimidin-2-yl)piperazin-1-yl)methyl)piperidin-1-yl)-[1,2,4]Triazolo[1,5-a][1,3,5]triazine-7-amine O1C(=CC=C1)C1=NN2C(N=C(N=C2N)N2CC(CCC2)CN2CCN(CC2)C2=NC=CC=N2)=N1